1-(6-chloro-3-fluoropyridin-2-yl)-3-methoxypropan-1-ol ClC1=CC=C(C(=N1)C(CCOC)O)F